C1(=CC=C(C=C1)C1=CC=C2C(=N1)N=C(N2)C(=O)O)C2=CC=CC=C2 5-([1,1'-biphenyl]-4-yl)-1H-imidazo[4,5-b]pyridine-2-carboxylic acid